cerium sulphide molybdenum [Mo+4].[S-2].[Ce+3]